5-fluoro-2-(1-hydroxyethyl)-3-(1H-benzimidazol-5-yl)benzonitrile FC=1C=C(C(=C(C#N)C1)C(C)O)C1=CC2=C(NC=N2)C=C1